CC=1C(=NC=C(C1)C)[C@@H](C1(CCCC1)C)NC1=C(C(C1=O)=O)NC1=C(C(=NC=C1)C(=O)N(C)C)O (R)-4-((2-(((3,5-dimethylpyridin-2-yl)(1-methylcyclopentyl)methyl)amino)-3,4-dioxocyclobut-1-en-1-yl)amino)-3-hydroxy-N,N-dimethylpicolinamide